3-maleimidopropionic acid C1(C=CC(N1CCC(=O)O)=O)=O